3-(1-cyclopentyl-1H-benzo[d][1,2,3]triazol-5-yl)-5-(o-tolyl)-1,2,4-oxadiazole C1(CCCC1)N1N=NC2=C1C=CC(=C2)C2=NOC(=N2)C2=C(C=CC=C2)C